C(CCC)C1C(=NN(C1(C(=O)OC)C)C=1C=C(C=CC1)C)C1=CC=C(C=C1)F methyl 4-butyl-3-(4-fluorophenyl)-5-methyl-1-(m-tolyl)-4,5-dihydro-1H-pyrazole-5-carboxylate